2-(2-(2-((3-(2-oxoindolin-5-yl)pyridin-2-yl)amino)ethoxy)ethyl)acetamide O=C1NC2=CC=C(C=C2C1)C=1C(=NC=CC1)NCCOCCCC(=O)N